N-ethoxy-4-((4-ethynyl-2-(N-methylmethanesulfonamido)phenyl)amino)nicotinamide C(C)ONC(C1=CN=CC=C1NC1=C(C=C(C=C1)C#C)N(S(=O)(=O)C)C)=O